C(C)N(CC)CC1=CC=C(S1)C1=NC(=NC(=N1)N1CCOCC1)C=1C=NC(=NC1)N 5-(4-(5-((diethylamino)methyl)thiophen-2-yl)-6-morpholino-1,3,5-triazin-2-yl)pyrimidin-2-amine